[Si](C1=CC=CC=C1)(C1=CC=CC=C1)(C(C)(C)C)OCC1=CC=C(NC)C=C1 4-{[(tert-butyldiphenylsilyl)oxy]methyl}-N-methylaniline